(4-(3-((3-chlorophenethyl)(cyclopropylmethyl)amino)-2-hydroxypropoxy)phenyl)-N-methylmethanesulfonamide ClC=1C=C(CCN(CC(COC2=CC=C(C=C2)CS(=O)(=O)NC)O)CC2CC2)C=CC1